tertiary octyldecyl-amine C(C)(C)(CC(C)(C)C)NCCCCCCCCCC